COC(=O)N1CC(C1)OC1=NC=CC=C1C=1C=NN2C1N=C(C=C2)N2CCN(CC2)C(=O)O[C@H]2CN(C(C2)=O)CCOCC2=CC=CC=C2 [(3R)-1-(2-benzyloxyethyl)-5-oxo-pyrrolidin-3-yl] 4-[3-[2-(1-methoxycarbonylazetidin-3-yl)oxy-3-pyridyl]pyrazolo[1,5-a]pyrimidin-5-yl]piperazine-1-carboxylate